ON(C(=O)C1NC(OC1)=O)C1=CC=CC=C1 N-hydroxy-2-oxo-N-phenyl-oxazolidine-4-carboxamide